C1(C=CC(N1C(C(=O)O)CCCC(=O)O)=O)=O maleimidoadipic acid